3-(2-bromoethoxy)prop-1-yne BrCCOCC#C